4-(methylsulfonylmethyl)-1,3,2-dioxathiolane-2-oxide CS(=O)(=O)CC1OS(OC1)=O